((4-Amino-2,5-dimethylphenyl)imino)(isopentyl)(phenyl)-λ6-sulfanone NC1=CC(=C(C=C1C)N=S(=O)(C1=CC=CC=C1)CCC(C)C)C